ethyl 2-(4-(3,3-dimethylbutoxy)phenyl)-4-methyl-6-oxo-1,6-dihydropyrimidine-5-carboxylate CC(CCOC1=CC=C(C=C1)C=1NC(C(=C(N1)C)C(=O)OCC)=O)(C)C